(R)-3-(N-methyl-2-(2,2,7-trifluoro-3-oxo-6-(perfluorophenyl)-2,3-dihydro-4H-benzo[b][1,4]oxazin-4-yl)propanamido)propanoic acid CN(C([C@@H](C)N1C2=C(OC(C1=O)(F)F)C=C(C(=C2)C2=C(C(=C(C(=C2F)F)F)F)F)F)=O)CCC(=O)O